FC1=C(C=CC(=C1)C=1N=NNN1)S(=O)(=O)NCCO 2-fluoro-N-(2-hydroxyethyl)-4-(2H-tetrazol-5-yl)benzenesulfonamide